C(C)OC(C(=O)Cl)=O.BrC=1C=C(C(=NC1)C=O)NC(=O)C(=O)OCC Ethyl [(5-bromo-2-formylpyridin-3-yl)carbamoyl]formate Ethyl-chloroglyoxylate